(E)-1-(pyridin-3-yl)-3-(5-thiomorpholino-1H-indol-3-yl)prop-2-en-1-one N1=CC(=CC=C1)C(\C=C\C1=CNC2=CC=C(C=C12)N1CCSCC1)=O